2-chloro-5,6-diphenyl-pyrazine ClC1=NC(=C(N=C1)C1=CC=CC=C1)C1=CC=CC=C1